(2-amino-5-chloro-1-(3-hydroxy-2,6-dimethylphenyl)-1H-pyrrolo[2,3-b]pyridin-3-yl)(2-methyl-5,6-dihydro-[1,2,4]triazolo[1,5-a]pyrazin-7(8H)-yl)methanone cobalt (ii) acetate C(C)(=O)[O-].[Co+2].NC1=C(C=2C(=NC=C(C2)Cl)N1C1=C(C(=CC=C1C)O)C)C(=O)N1CC=2N(CC1)N=C(N2)C.C(C)(=O)[O-]